C(C)(C)[Sn](CC)(C(C)C)C(C)C Tris(isopropyl)ethyl-tin